NC1=NC=CC=2N1C(=NC2C2CN(CC2)CC#CC)C2=C(C=C(C(=O)NC1=NC=CC=C1)C=C2)C#N 4-(5-amino-1-(1-(but-2-ynyl)pyrrolidin-3-yl)imidazo[1,5-c]pyrimidin-3-yl)-3-cyano-N-(pyridin-2-yl)benzamide